5-ethyl-amino-1H-tetrazole C(C)C1=NN=NN1N